mentha-1,8(9)-dien-5-ol C1(=CCC(C(C1)O)C(=C)C)C